2-(4-allylpiperidin-1-yl)-4-chlorobenzoic acid C(C=C)C1CCN(CC1)C1=C(C(=O)O)C=CC(=C1)Cl